3-chloro-5-iodo-8,9-dihydro-7H-cyclopenta[H]Isoquinoline ClC=1N=CC2=C3C(=CC(=C2C1)I)CCC3